(E)-N-phenyl-N'-((4-(trifluoromethyl)benzoyl)oxy)-[1,1'-biphenyl]-4-carboximidamide C1(=CC=CC=C1)N/C(=N/OC(C1=CC=C(C=C1)C(F)(F)F)=O)/C1=CC=C(C=C1)C1=CC=CC=C1